NCC1CCN(CC1)C(=O)OC(C)(C)C tertbutyl 4-(aminomethyl)piperidine-1-carboxylate